N-[1-(1-methylcyclopropyl)ethyl]-5-[5-(trifluoromethyl)-1,2,4-oxadiazol-3-yl]pyrimidin-2-amine CC1(CC1)C(C)NC1=NC=C(C=N1)C1=NOC(=N1)C(F)(F)F